1-(3-Fluoro-5,8-dimethyl-6-oxo-benzo[c][1,8]naphthyridin-10-yl)ethyl methanesulfonate ((4-fluoropiperidin-4-yl)methoxy)benzoate FC1(CCNCC1)COC1=C(C(=O)O)C=CC=C1.CS(=O)(=O)OC(C)C1=CC(=CC=2C(N(C3=NC(=CC=C3C21)F)C)=O)C